C(C=C)(=O)NC=1C=C(C=CC1C)C1=C(NC2=NC=C(C=C21)C(=O)OC(C)C)C2=CC=C(C=C2)OCCN2CCCC2 isopropyl 3-(3-acrylamido-4-methylphenyl)-2-(4-(2-(pyrrolidin-1-yl)ethoxy)phenyl)-1H-pyrrolo[2,3-b]pyridine-5-carboxylate